C(C)(C)(C)C(N(C(O)=O)C(=O)OC(C)(C)C)C1=C(C2=C(C(=N1)C1=CC=C(C=C1)OC(F)(F)F)N=CN2C)Br 1-tert-butyl-N-[[7-bromo-1-methyl-4-[4-(trifluoromethoxy)phenyl]imidazo[4,5-c]pyridin-6-yl]methyl]-N-tert-butoxycarbonyl-carbamic acid